(7-methoxy-furo[3,2-c]quinolin-6-yl)-methanol COC=1C=CC=2C3=C(C=NC2C1CO)C=CO3